ClC1=C(C=CC=C1)N1C(N=C(C2=C1N=C(C=C2)C(F)(F)F)NC2=CC(=NC=C2)C)=O 1-(2-Chlorophenyl)-4-((2-methylpyridin-4-yl)amino)-7-(trifluoromethyl)pyrido[2,3-d]pyrimidin-2(1H)-one